CC1=CC2=C(N=C(S2)C2=CC=C(N)C=C2)C=C1 4-(6-methylbenzo[d]thiazol-2-yl)aniline